CC1(CC=C(CC1)C1=NC(=CC=C1N)N1CC2COCC(C1)N2)C 2-(4,4-dimethylcyclohexen-1-yl)-6-(3-oxa-7,9-diazabicyclo[3.3.1]nonan-7-yl)pyridin-3-amine